1'-(6-amino-5-((2-amino-3-chloropyridin-4-yl)thio)pyrazin-2-yl)spiro[indene-2,4'-piperidin]-1(3H)-one oxime NC1=C(N=CC(=N1)N1CCC2(CC1)C(C1=CC=CC=C1C2)=NO)SC2=C(C(=NC=C2)N)Cl